NCCC1=CC=C(C=N1)C1=C(C=C(C#N)C=C1)CN1C=NC(=C1)C1=CC=CC=C1 4-[6-(2-aminoethyl)pyridin-3-yl]-3-[(4-phenylimidazol-1-yl)methyl]benzonitrile